C[C@@H]1N(CCCC1)C(CCCCCC=1N=C(N(C1)C1=CC=CC=C1)NC(C1=CC(=CC=C1)C=1C=NNC1)=O)=O (S)-N-(4-(6-(2-methylpiperidin-1-yl)-6-oxohexyl)-1-phenyl-1H-imidazol-2-yl)-3-(1H-pyrazol-4-yl)benzamide